BrCCCC(=O)OCC1=CC(=CC(=C1)OCCCCCCCCCCCCC)OCCCCCCCCCCCCCCCCCC 3-(octadecyloxy)-5-(tridecyloxy)benzyl 4-bromobutanoate